2-amino-N-((phenyl-d5)methyl)propanamide NC(C(=O)NCC1=C(C(=C(C(=C1[2H])[2H])[2H])[2H])[2H])C